OC1=C(C=C(C=C1)C=CC(=O)C1=CC=C(C=C1)N=CC1=CNC2=CC=CC=C12)OC 3-(4-Hydroxy-3-methoxyphenyl)-1-(4-((1H-indol-3-ylmethylene)amino)phenyl)-2-propen-1-one